6-{3-chloro-2-hydroxy-4-[(1-hydroxycyclopropyl)methoxy]Phenyl}-5-methyl-4,5-dihydro-2H-pyridazine ClC=1C(=C(C=CC1OCC1(CC1)O)C=1C(CCNN1)C)O